COC1=NC=CC(=C1)[C@H](C1=CC=C(C(=O)N)C=C1)OC1=CC=C2C(CCOC2=C1)=O (S)-4-((2-methoxypyridin-4-yl)((4-oxochroman-7-yl)oxy)methyl)benzamide